ClC1=C(C(=CC=C1Cl)OC)[C@H]1C[C@@H]2N(C(OC2C(=O)N)=O)C1 (6R,7aS)-6-(2,3-dichloro-6-methoxyphenyl)-3-oxo-tetrahydro-1H-pyrrolo[1,2-c][1,3]oxazole-1-carboxamide